ClC1=C(C=C(CN2C(=C(C3=CC(=CC=C23)C(=O)OCC=C)C)C)C=C1)O[C@H](C(=O)OC)C(C)C (S)-allyl 1-(4-chloro-3-((1-methoxy-3-methyl-1-oxobutan-2-yl)oxy)benzyl)-2,3-dimethyl-1H-indole-5-carboxylate